2-amino-5-{2-[(1S)-1-cyclopropylethyl]-7-methyl-1-oxo-2,3-dihydro-1H-isoindol-5-yl}-N-[1-(2-hydroxy-2-methylpropyl)-1H-pyrazol-4-yl]pyrazolo[1,5-a]pyrimidine-3-carboxamide NC1=NN2C(N=C(C=C2)C=2C=C3CN(C(C3=C(C2)C)=O)[C@@H](C)C2CC2)=C1C(=O)NC=1C=NN(C1)CC(C)(C)O